C(N)(=O)C1=CC(=C(OCC=2C3=C(SC2C(=O)OCCCOC)C=CC=C3Cl)C(=C1)F)F 3-methoxypropyl 3-((4-carbamoyl-2,6-difluorophenoxy) methyl)-4-chlorobenzo[b]thiophene-2-carboxylate